C(C)(=O)OC1=C2C(=CNC2=C(C=C1)C)CCN(C)C 4-acetoxy-7-methyl-3-(N,N-dimethylaminoethyl)indole